N-[2-[(1-cyano-1-methyl-ethyl)carbamoyl]-4-pyridinyl]-6-(trifluoromethyl)pyridine-2-carboxamide C(#N)C(C)(C)NC(=O)C1=NC=CC(=C1)NC(=O)C1=NC(=CC=C1)C(F)(F)F